2,6-dibromo-3-methylpyridine 1-oxide BrC1=[N+](C(=CC=C1C)Br)[O-]